O[C@H]1[C@@H](N(C1)C=1N=C(C2=C(N1)CCC2)C=2C=C(CNS(=O)(=O)C)C=CC2)C N-(3-(2-((2S,3R)-3-hydroxy-2-methylazetidin-1-yl)-6,7-dihydro-5H-cyclopenta[d]pyrimidin-4-yl)benzyl)methanesulfonamide